2-(4-(4-(aminomethyl)-8-chloro-1-oxo-1,2-dihydrophthalazin-6-yl)-1-methyl-1H-pyrazol-5-yl)-6-chlorobenzonitrile NCC1=NNC(C2=C(C=C(C=C12)C=1C=NN(C1C1=C(C#N)C(=CC=C1)Cl)C)Cl)=O